(1S,2R)-2-((S)-5-chloro-8-((3-methyl-3H-imidazo[4,5-b]pyridin-5-yl)methoxy)-1-((2-oxopyrrolidin-1-yl)methyl)-1,2,3,4-tetrahydro-isoquinoline-2-carbonyl)cyclohexane-1-carboxylic acid ClC1=C2CCN([C@@H](C2=C(C=C1)OCC1=CC=C2C(=N1)N(C=N2)C)CN2C(CCC2)=O)C(=O)[C@H]2[C@H](CCCC2)C(=O)O